dicyan bisacrylate C(C=C)(=O)O.C(C=C)(=O)O.N#CC#N